rac-tert-butyl (6-methoxy-2-((1S*,2S*)-2-(4-methylpyrimidin-2-yl)cyclopropyl)quinolin-7-yl)carbamate COC=1C=C2C=CC(=NC2=CC1NC(OC(C)(C)C)=O)[C@@H]1[C@H](C1)C1=NC=CC(=N1)C |r|